C(CCC(=O)O)(=O)O.COCCOC1=CC=C2C=CN(C2=C1)C(=O)NC 6-(2-methoxyethoxy)-N-methyl-1H-indole-1-carboxamide butanedioate